COC1=C(CNC=2N=C(C3=C(N2)C=C(C=N3)B(O)O)N[C@@H](CO)CCCC)C=CC(=C1)OC (R)-(2-((2,4-dimethoxybenzyl)amino)-4-((1-hydroxyhexan-2-yl)amino)pyrido[3,2-d]pyrimidin-7-yl)boronic acid